4-ethoxy-1-(4-fluorophenyl)-2-oxo-1,2-dihydropyridine-3-carboxylic acid C(C)OC1=C(C(N(C=C1)C1=CC=C(C=C1)F)=O)C(=O)O